ClC1=C(C=C(C=C1)C1=C(C2=C(CCC1)C=C(C=C2)O)C2=CC=C(C=C2)O[C@@H]2CN(CC2)CCCF)F 6-(4-chloro-3-fluoro-phenyl)-5-[4-[(3S)-1-(3-fluoropropyl)pyrrolidin-3-yl]oxyphenyl]-8,9-dihydro-7H-benzo[7]annulen-2-ol